OC(CNC(O[C@@H]1CC[C@H](CC1)C(N(C[C@@H]1CC[C@H](CC1)C1=NC(=C(C=C1)OC)C)C1=NC=CC(=C1)C=1N=C(OC1)C(C)C)=O)=O)(C)C trans-4-((4-(2-Isopropyloxazol-4-yl)pyridin-2-yl)-((trans-4-(5-meth-oxy-6-methyl-pyridin-2-yl)cyclohexyl)methyl)carbamoyl)cyclohexyl (2-hydroxy-2-methylpropyl)carbamate